C1(CCC1)C1=CC=C(CN(C(=O)C=2COC3=C(C2)C=C(C=C3)F)C)C=C1 N-(4-cyclobutylbenzyl)-6-fluoro-N-methyl-2H-benzopyran-3-carboxamide